C1(CC1)N(C(N[C@@H](C(=O)O)[C@@H](C)C1=CC(=C(C=C1)NC([C@@H](NC(=O)C1=CC=NN1CC)C1CCC(CC1)=C(F)F)=O)F)=O)CC (2R,3S)-2-(3-cyclopropyl-3-ethylureido)-3-(4-((S)-2-(4-(difluoromethylene)cyclohexyl)-2-(1-ethyl-1H-pyrazole-5-carboxamido)acetamido)-3-fluorophenyl)butanoic acid